3-(4-hydroxyphenyl)-3-(4-(trifluoromethoxy)piperidin-1-yl)-7-(trifluoromethyl)indol-2-one OC1=CC=C(C=C1)C1(C(NC2=C(C=CC=C12)C(F)(F)F)=O)N1CCC(CC1)OC(F)(F)F